N-[3-chloro-4-[4-(4-hydroxypiperidine-4-carbonyl)piperazine-1-carbonyl]phenyl]-5-[2,3-difluoro-4-[1-(2-methoxyethyl)-3-methyl-pyrazol-4-yl]phenyl]-1-methyl-imidazole-2-carboxamide ClC=1C=C(C=CC1C(=O)N1CCN(CC1)C(=O)C1(CCNCC1)O)NC(=O)C=1N(C(=CN1)C1=C(C(=C(C=C1)C=1C(=NN(C1)CCOC)C)F)F)C